BrC=1C(=NC=CC1)CC1N(C(C2=CC=CC=C12)=O)CC1CC2(C1)OCCO2 3-[(3-bromo-2-pyridyl)methyl]-2-(5,8-dioxaspiro[3.4]octan-2-ylmethyl)isoindolin-1-one